ClC=1C=CC2=C(N=C(O2)N2CCC3(CC2)CCC(CC3)NC(=O)C3=CC(=NC=C3)C)C1 N-[3-(5-chloro-1,3-benzoxazol-2-yl)-3-azaspiro[5.5]undecan-9-yl]-2-methyl-pyridine-4-carboxamide